C(C)(C)(C)OC(=O)N1[C@@H](CCC1)C=1NC(=C(N1)C1=CC=C(C=C1)C(NC1=NC=C(C=C1)C)=O)C(=O)OCC (S)-ethyl 2-(1-(tert-butoxycarbonyl)pyrrolidin-2-yl)-4-(4-((5-methylpyridin-2-yl)carbamoyl)phenyl)-1H-imidazole-5-carboxylate